4-{[4-(4-aminopiperidin-1-yl)butyl]amino}-5-chloro-2-fluoro-N-1,3-thiazol-2-ylbenzenesulfonamide NC1CCN(CC1)CCCCNC1=CC(=C(C=C1Cl)S(=O)(=O)NC=1SC=CN1)F